Bromo-2-methyl-1,1'-biphenyl BrC=1C(=C(C=CC1)C1=CC=CC=C1)C